C(C)OCCOCCOCCO 2-[2-(2-ethoxyethoxy)ethoxy]Ethanol